C(C)OC(C1=CC=C(C=C1)C(NC1=NC=CC=C1)C1=CC(=C2C=CC=NC2=C1OS(=O)(=O)C(F)(F)F)Cl)=O.CCCCC(CCCC)C1=CC=NC=C1 4-(5-nonyl)pyridine Ethyl-4-((5-chloro-8-(((trifluoromethyl)sulfonyl)oxy)quinolin-7-yl)(pyridin-2-ylamino)methyl)benzoate